N-(2,4-dimethylphenyl)-3-oxo-butyramide CC1=C(C=CC(=C1)C)NC(CC(C)=O)=O